FC(CCCCCCC[Si](OCC)(OCC)OCC)(F)F trifluorooctyl-triethoxysilane